2-[1-(2,2-difluoroethyl)-1H-pyrazolo[3,4-b]pyrazin-6-yl]-6-[5-(trifluoromethyl)pyridin-2-yl]-2,6-diazaspiro[3.4]octane FC(CN1N=CC=2C1=NC(=CN2)N2CC1(C2)CN(CC1)C1=NC=C(C=C1)C(F)(F)F)F